NC1=CC(=C(OC2=CC3=C(NC(CO3)=O)C=C2)C(=C1)Cl)Cl 7-(4-amino-2,6-dichloro-phenoxy)-4H-1,4-benzoxazin-3-one